ethyl 2-(3-chloro-4-fluorobenzylamino)-2-oxoacetate ClC=1C=C(CNC(C(=O)OCC)=O)C=CC1F